CC(CCCCCCCCCC)CC(CCCCCCCCCCCCCCCC)C 11,13-dimethylnonacosane